C(C)(C)(C)C=1C=CC2=C(CNC[C@H](C2)CC)N1 tert-butyl-(6S)-6-ethyl-5,6,7,9-tetrahydro-8H-pyrido[2,3-c]azepine